3-(4-((4-([1,2,4]triazolo[4,3-c]pyrimidin-7-yloxy)-3-methylphenyl)amino)quinazolin-6-yl)acrylic acid N=1N=CN2C=NC(=CC21)OC2=C(C=C(C=C2)NC2=NC=NC1=CC=C(C=C21)C=CC(=O)O)C